2-(6-{5-chloro-2-[(oxan-4-yl)amino]pyrimidin-4-yl}-1-oxo-2,3-dihydro-1H-isoindol-2-yl)-N-[2-(pyridin-3-yl)propan-2-yl]acetamide ClC=1C(=NC(=NC1)NC1CCOCC1)C1=CC=C2CN(C(C2=C1)=O)CC(=O)NC(C)(C)C=1C=NC=CC1